C(N)(OC1=NC=C(C=C1F)O)=O (3-fluoro-5-hydroxypyridin-2-yl) carbamate